C(C)(C)(C)OC(=O)N1CC(CCC1)C=1N=C2N(C=CC(=C2)Br)C1 3-(7-bromoimidazo[1,2-a]pyridin-2-yl)piperidine-1-carboxylic acid tert-butyl ester